6-Chloro-4-[(2S,5R)-2,5-dimethyl-4-prop-2-enoyl-piperazin-1-yl]-1-(4-ethyl-6-isopropyl-pyrimidin-5-yl)-7-(2-fluorophenyl)pyrido[2,3-d]pyrimidin-2-one ClC1=CC2=C(N(C(N=C2N2[C@H](CN([C@@H](C2)C)C(C=C)=O)C)=O)C=2C(=NC=NC2C(C)C)CC)N=C1C1=C(C=CC=C1)F